1,3-bis(4-methoxyphenyl)pyrimidine-2,4,6(1H,3H,5H)-trione COC1=CC=C(C=C1)N1C(N(C(CC1=O)=O)C1=CC=C(C=C1)OC)=O